3-[[1-(trifluoromethyl)cyclopropyl]methyl]urea FC(C1(CC1)CNC(N)=O)(F)F